C(CC)C1(C=CC=C1)[Mo] propylcyclopentadienyl-molybdenum (I)